C(CCC)O (2R)-butanol